FC1(C(C(C1F)F)(F)F)F 1,1,2,2,3,4-hexafluorocyclobutane